ClC=1C=C(C=C(C1)C(F)(F)F)NC(C1=C(C(=CC(=C1)[N+](=O)[O-])I)C)=O N-(3-chloro-5-(trifluoromethyl)phenyl)-3-iodo-2-methyl-5-nitrobenzamide